4-pyrancarbaldehyde O1CC=C(C=C1)C=O